8-methoxy-2,3,4,5-tetrahydro-1H-benzo[c]azepine COC=1C=CC2=C(CNCCC2)C1